(S)-6-chloro-1-methyl-1,2,3,4-tetrahydroisoquinoline ClC=1C=C2CCN[C@H](C2=CC1)C